ClC1=CC=C(C=C1)CN1C([C@H](CS(C2=C1C=C(C(=C2)F)C=2C=NN(C2)C2CN(CC(C2)(F)F)C)(=O)=O)NC(OC(C)(C)C)=O)=O tert-butyl N-[(3R)-5-[(4-chlorophenyl)methyl]-7-[1-(5,5-difluoro-1-methyl-3-piperidyl)pyrazol-4-yl]-8-fluoro-1,1,4-trioxo-2,3-dihydro-1λ6,5-benzothiazepin-3-yl]carbamate